IC=1OC(=CC1)I 2,5-diiodofuran